(R)-2-ethyl-1,2,3,4-tetrahydroquinoxaline C(C)[C@H]1NC2=CC=CC=C2NC1